CC12C(CC(CC1)C(C)C)O2 1-methyl-4-isopropyl-1,2-epoxycyclohexane